O=S1(CC2(C1)CC(C2)NC2=NC=CC(=N2)C2=C(N=C(S2)C21CC(C2)(C1)CO)C=1C(=C(C=CC1)NS(=O)(=O)C1=C(C=CC=C1F)F)F)=O N-(3-(5-(2-((2,2-dioxido-2-thiaspiro[3.3]heptan-6-yl)amino)pyrimidin-4-yl)-2-(3-(hydroxymethyl)bicyclo[1.1.1]pentan-1-yl)thiazol-4-yl)-2-fluorophenyl)-2,6-difluorobenzenesulfonamide